CC1(CC=NN1C1=CC=CC=C1)C(=O)N 5-methyl-1-phenyl-4,5-dihydro-1H-pyrazole-5-carboxamide